(2R,3S,4R,5R)-5-{4-aminopyrrolo[2,1-f][1,2,4]triazin-7-yl}-5-cyano-2-{[(2-cyclohexylacetyl)oxy]methyl}-4-hydroxyoxolan-3-yl (2S)-2-amino-3-methylbutanoate N[C@H](C(=O)O[C@@H]1[C@H](O[C@@]([C@@H]1O)(C#N)C1=CC=C2C(=NC=NN21)N)COC(CC2CCCCC2)=O)C(C)C